CN(C)CC1CCC12CN(CC2)C(=O)OC(C)(C)C tert-butyl 1-((dimethylamino)methyl)-6-azaspiro[3.4]octane-6-carboxylate